CC1=C(C2=C(N=N1)SC1=C2N=CN=C1NCC1=CC=C(C=C1)C(C(F)(F)F)(C)O)C 2-[4-[[(3,4-dimethylpyrimido[4',5':4,5]thieno[2,3-c]pyridazin-8-yl)amino]methyl]phenyl]-1,1,1-trifluoro-propan-2-ol